C(CCCCCCCCCCCCCCCCCCCCC)OC(CCCCCCCCCCC\C=C/CCCCCCCC)=O erucic acid behenyl ester